DL-1,2-dioleoyl-3-dimethylaminopropyl-β-hydroxyethylammonium C(CCCCCCC\C=C/CCCCCCCC)(=O)[C@@H](C(CN(C)C)C(CCCCCCC\C=C/CCCCCCCC)=O)[NH2+]CCO |r|